6a,7-dimethylhexahydro-2H-2,5-methanocyclopenta[b]furan CC12OC3CC1CC(C2)C3C